ClC1=CC=C(C=C1)C=1C(=NN(C1O)C1=NC=C(C=C1)S(=O)(=O)C)C 4-(4-chlorophenyl)-3-methyl-1-(5-(methylsulfonyl)pyridin-2-yl)-1H-pyrazol-5-ol